FC(C1=C(C=CC=C1)C1CCN(CC1)C=O)(F)F 4-(2-(trifluoromethyl)phenyl)piperidin-1-methanone